N-cyclopropyl-5-(2-(2-ethyl-5-fluoropyridin-3-yl)pyrrolidin-1-yl)pyrazolo-[1,5-a]pyrimidine-3-carboxamide C1(CC1)NC(=O)C=1C=NN2C1N=C(C=C2)N2C(CCC2)C=2C(=NC=C(C2)F)CC